1-(4-chlorobenzyl)-5-cyano-1H-indole-3-carbaldehyde ClC1=CC=C(CN2C=C(C3=CC(=CC=C23)C#N)C=O)C=C1